O=C1NC(CCC1C1=NN(C2=CC(=CC=C12)[C@H]1C(CN(CC1)C(=O)NC=1C=C(CS(=O)(=O)N2C(CCCC2)(C)C)C=CC1)(F)F)C)=O (4S)-1-((3-(4-(3-(2,6-dioxopiperidin-3-yl)-1-methyl-1H-indazol-6-yl)-3,3-difluoropiperidine-1-carboxamido)benzyl)sulfonyl)-2,2-dimethylpiperidin